IC1=C(C=C(C(=C1)OC)\C=C(/CC)\[N+](=O)[O-])OC (E)-1-iodo-2,5-dimethoxy-4-(2-nitrobut-1-en-1-yl)benzene